C(#N)CC=1C=C(C(=NC1OC)NS(=O)(=O)C1=CN=C2N1C=CC(=C2)OC)F N-[5-(cyanomethyl)-3-fluoro-6-methoxy-2-pyridyl]-7-methoxy-imidazo[1,2-a]pyridine-3-sulfonamide